OCC=1C=CC(=C(C1)C1CCN2N1C=1C=C(C=CC1C2=O)C=2C=NC(=NC2)N2CCOCC2)OC 3-(5-(hydroxymethyl)-2-methoxyphenyl)-6-(2-morpholinopyrimidin-5-yl)-2,3-dihydropyrazolo[1,2-a]indazol-9(1H)-one